[N+](=O)([O-])CC(C1=CC=CC=C1)C(C(=O)O)C(=O)O 2-(2-nitro-1-phenylethyl)malonic acid